fluoro-cubane FC12C3C4C5C3C1C5C24